4-hexyldecyl acrylate C(C=C)(=O)OCCCC(CCCCCC)CCCCCC